N-{(3S)-1-[(1S,2S)-2-(2',6'-difluoro[1,1'-biphenyl]-2-yl)-2-fluorocyclopropane-1-carbonyl]pyrrolidin-3-yl}methanesulfonamide FC1=C(C(=CC=C1)F)C1=C(C=CC=C1)[C@]1([C@@H](C1)C(=O)N1C[C@H](CC1)NS(=O)(=O)C)F